C(C)(C)(C)OC(=O)N1[C@@H](COCC1)C=1C=C(C=C2CCN(CC12)C(=O)N1CC(OC(C1)C)C)C=1C=C2C(=NC1)NC=C2C (3R)-3-(2-(2,6-Dimethylmorpholine-4-carbonyl)-6-(3-methyl-1H-pyrrolo[2,3-b]pyridin-5-yl)-1,2,3,4-Tetrahydroisoquinolin-8-yl)morpholine-4-carboxylic acid tert-butyl ester